C(C)N=S(=O)(N)C1=CC=C(C=C1)OC1=CC=NC2=CC(=CC=C12)OC N'-ethyl-4-((7-methoxyquinolin-4-yl)oxy)benzenesulfonimidamide